ethyl-2-(dimethylamino)benzoate C(C)OC(C1=C(C=CC=C1)N(C)C)=O